FC(N1N=C(C=C1)C=1C(=CC(=NC1)NC1=NC(=NC=C1)C1CCN(CC1)S(=O)(=O)C)NC1CCC(CC1)(O)C)F (1s,4s)-4-((5-(1-(Difluoromethyl)-1H-pyrazol-3-yl)-2-((2-(1-(methylsulfonyl)piperidin-4-yl)pyrimidin-4-yl)amino)pyridin-4-yl)amino)-1-methylcyclohexan-1-ol